CCCCCCCCC/C=C/C=C tridecadiene